C[O-].[Sn+2].C[O-] tin (II) methoxide